(S)-1'-(5-(3-amino-2-(trifluoromethyl)phenyl)pyrimidin-2-yl)-1,3-dihydrospiro[indene-2,4'-piperidine]-1,6-diamine NC=1C(=C(C=CC1)C=1C=NC(=NC1)N1CCC2(CC1)[C@@H](C1=CC(=CC=C1C2)N)N)C(F)(F)F